sodium bissulphite S(=O)([O-])[O-].S(=O)([O-])[O-].[Na+].[Na+].[Na+].[Na+]